ClC(C1=CC=CC=C1)SSC(C1=CC=CC=C1)Cl di(chlorobenzyl) disulfide